5-(tert-butylamino)-5-oxopentanoate C(C)(C)(C)NC(CCCC(=O)[O-])=O